C(CCC)N.C1=CC=C2C=CC=C3C4=CC=CC5=CC=CC(C1=C23)=C45 perylene-n-butylamine